C(C)OC1=C(OCCNC(O)=O)C=CC=C1 (2-(2-ethoxyphenoxy)ethyl)carbamic acid